4-(6-(2-(3-methylbenzylidene)hydrazinyl)-9-(pyridin-2-yl)-9H-purin-2-yl)morpholine CC=1C=C(C=NNC2=C3N=CN(C3=NC(=N2)N2CCOCC2)C2=NC=CC=C2)C=CC1